CN1C=CC2=CC(=CC=C12)NC1=NC=CC2=C1C(N(C2)CC(=O)O)=O [4-[(1-methylindol-5-yl)amino]-3-oxo-1H-pyrrolo[3,4-c]pyridin-2-yl]acetic acid